ClC=1C=2N(C=CC1)N=C(C2)[C@H]2N(CCC1=C2N=CN1)C(=O)C1=CN=CO1 (S)-(4-(4-chloropyrazolo[1,5-a]pyridin-2-yl)-6,7-dihydro-1H-imidazo[4,5-c]pyridin-5(4H)-yl)(oxazol-5-yl)methanone